NC1=C2C(=NC=N1)N(N=C2C2=CC=C(C=C2)OC2=CC=CC=C2)C2CCC(CC2)NC([C@@H](CC)N(C)C)=O (R)-N-(4-(4-amino-(4-phenoxyphenyl)-1H-pyrazolo[3,4-d]pyrimidin-1-yl)cyclohexyl)-2-(dimethylamino)butanamide